ClC=1C=C(C=C(C1Cl)Cl)NS(=O)(=O)C1=CC=C(C=C1)NC(C)=O N-(4-(N-(3,4,5-trichlorophenyl)sulfamoyl)phenyl)acetamide